2-(dimethylamino)-1-((1R,5S)-3-(7-(3-hydroxynaphthalen-1-yl)-2-((tetrahydro-1H-pyrrolizin-7a(5H)-yl)methoxy)quinazolin-4-yl)-3,8-diazabicyclo[3.2.1]octan-8-yl)ethan-1-one CN(CC(=O)N1[C@H]2CN(C[C@@H]1CC2)C2=NC(=NC1=CC(=CC=C21)C2=CC(=CC1=CC=CC=C21)O)OCC21CCCN1CCC2)C